4H-cyclopenta[2,1-b:3,4-b']dithiophen S1C2=C(C=C1)CC1=C2SC=C1